methyl 4-amino-1-(6-amino-2-methylpyridin-3-yl)-2-oxo-7-(trifluoromethyl)-1,2-dihydroquinoline-3-carboxylate NC1=C(C(N(C2=CC(=CC=C12)C(F)(F)F)C=1C(=NC(=CC1)N)C)=O)C(=O)OC